NC1=NC=CC(=N1)C=1C=C(C=CC1O)C1=C(C=C(C=C1)NC(=O)C=1C(N(C(=CC1)C)C1=CC=C(C=C1)F)=O)C N-(3'-(2-aminopyrimidin-4-yl)-4'-hydroxy-2-methyl-[1,1'-biphenyl]-4-yl)-1-(4-fluorophenyl)-6-Methyl-2-oxo-1,2-dihydropyridine-3-carboxamide